5-{(7R)-1-fluoro-3-hydroxy-7-[(3,3,3-trifluoro-2-methylpropyl)amino]-5,6,7,8-tetrahydronaphthalen-2-yl}-1λ6,2,5-thiadiazolidine-1,1,3-trione FC1=C(C(=CC=2CC[C@H](CC12)NCC(C(F)(F)F)C)O)N1CC(NS1(=O)=O)=O